2-[4-tert-butyl-5-chloro-2-(4,4-difluorocyclohexyl)phenyl]-4,4,5,5-tetramethyl-1,3,2-dioxaborolane C(C)(C)(C)C1=CC(=C(C=C1Cl)B1OC(C(O1)(C)C)(C)C)C1CCC(CC1)(F)F